COC(=O)N(CCC(=O)OC)C methyl 3-(methoxycarbonyl-methyl-amino)-propionate